BrC1=CC(=C2C=C(N(C2=C1)C1CCCC1)NC(CC(C)(C)C)=O)F N-(6-bromo-1-cyclopentyl-4-fluoro-1H-indol-2-yl)-3,3-dimethylbutyramide